C(C)(C)(C)OC(=O)NCC1CCC(CC1)C(=O)NCCOC=1C=C(C=CC1)C1=CC=C2C(=CC=NC2=C1)C(=O)OC methyl 7-(3-(2-((1r,4r)-4-((tert-butoxycarbonylamino)methyl) cyclohexanecarboxamido)ethoxy)phenyl)quinoline-4-carboxylate